methyl 4-bromo-2-((1S,2S)-2-(3-chlorophenyl)cyclopropane-1-carboxamido)benzoate BrC1=CC(=C(C(=O)OC)C=C1)NC(=O)[C@@H]1[C@H](C1)C1=CC(=CC=C1)Cl